4-((((S)-1-cyclopropylethyl)amino)methyl)-7,7-difluoro-6,7-dihydro-5H-cyclopenta[b]pyridine-2-carboxamide C1(CC1)[C@H](C)NCC1=C2C(=NC(=C1)C(=O)N)C(CC2)(F)F